N-Cyclopentyl-2-(4-fluorophenyl)oxazole-4-carboxamide C1(CCCC1)NC(=O)C=1N=C(OC1)C1=CC=C(C=C1)F